ClC1=C(C=CC2=C1C(=N[C@H](C=1N2N=C(N1)C(=O)NCCF)C)C1=C(C=CC=C1F)F)C(F)(F)F (4S)-7-chloro-6-(2,6-difluorophenyl)-N-(2-fluoroethyl)-4-methyl-8-(trifluoromethyl)-4H-[1,2,4]triazolo[1,5-a][1,4]benzodiazepine-2-carboxamide